5-acetylamino-7,8-dimethoxyquinoline-2,4-dicarboxylic acid C(C)(=O)NC1=C2C(=CC(=NC2=C(C(=C1)OC)OC)C(=O)O)C(=O)O